[SH3+].S1C(=CC=C1)C(=O)[O-] thiophenecarboxylic acid sulfonium salt